4-(3-((Azepan-4-yl-methyl)amino)-1-(4-(1-oxidothiomorpholino)phenyl)-1H-pyrazol-5-yl)-2-fluorobenzonitrile 2,2,2-trifluoroacetate FC(C(=O)O)(F)F.N1CCC(CCC1)CNC1=NN(C(=C1)C1=CC(=C(C#N)C=C1)F)C1=CC=C(C=C1)N1CCS(CC1)=O